NOC1CCOCC1 4-(aminooxy)tetrahydropyran